5-phenyl-N-[2-(trifluoromethyl)thiazol-5-yl]-1H-pyrrole-3-sulfonamide C1(=CC=CC=C1)C1=CC(=CN1)S(=O)(=O)NC1=CN=C(S1)C(F)(F)F